N-(5-(5-acetamido-1H-pyrazol-1-yl)-1,3,4-thiadiazol-2-yl)-4-(2-cyano-6-methoxyphenyl)-3-(2-methoxyethoxy)-2-oxo-2H-pyran-6-carboxamide C(C)(=O)NC1=CC=NN1C1=NN=C(S1)NC(=O)C1=CC(=C(C(O1)=O)OCCOC)C1=C(C=CC=C1OC)C#N